NC=1C(NC2=C(N=CC(=C2C1C1=C2C=NNC2=C(C=C1)F)OC(F)(F)F)C)=O 3-Amino-4-(7-fluoro-1H-indazol-4-yl)-8-methyl-5-(trifluoromethoxy)-1H-1,7-naphthyridin-2-one